N1=CC(=CC=C1)NC(=O)C1=CN=CN1 N-(pyridin-3-yl)-1H-imidazole-5-carboxamide